(R)-N-((3-cyano-5-fluoro-4-(((R)-1-((4-fluorophenyl)thio)-4-(3-methoxyazetidin-1-yl)butan-2-yl)amino)phenyl)sulfonyl)-2-methyltetrahydro-2H-pyran-2-carboxamide C(#N)C=1C=C(C=C(C1N[C@@H](CSC1=CC=C(C=C1)F)CCN1CC(C1)OC)F)S(=O)(=O)NC(=O)[C@@]1(OCCCC1)C